C(C)(C)(C)C1=C(C=CC(=C1)OC1OCCCC1)OC1OCCCC1 2,2'-((2-tert-butyl)-1,4-phenylene)bis(oxy)bis(tetrahydro-2H-pyran)